3-hydroxy-4-(5H-imidazo[5,1-a]isoindol-5-yl)piperidine-1-sulfonamide OC1CN(CCC1C1N2C(C3=CC=CC=C13)=CN=C2)S(=O)(=O)N